(9R)-12-fluoro-9-methyl-8-oxa-2,3-diaza-7-boratricyclo[8.4.0.0{2,6}]tetradeca-1(14),3,5,10,12-pentaen-7-ol FC=1C=C2[C@H](OB(C3=CC=NN3C2=CC1)O)C